N1N=C(C=C1)C1=CN=CC(=N1)C(=O)N 6-(1H-pyrazol-3-yl)pyrazine-2-carboxamide